6-methyl-4-[(1-methylcyclopropyl)amino]-N-(tetrahydrofuran-3-yl)furo[2,3-d]pyrimidine-5-carboxamide CC1=C(C2=C(N=CN=C2NC2(CC2)C)O1)C(=O)NC1COCC1